4,5,6,7-tetrahydro-1H-indazole-5-carboxylic acid N1N=CC=2CC(CCC12)C(=O)O